C(C1=CC=CC=C1)OC1=C(C=C(C=N1)NC1=CC=CC=C1)C=1C=NC=NC1 6-(Benzyloxy)-N-phenyl-5-(pyrimidin-5-yl)pyridin-3-amine